C(CCCCCCCCCCC\C=C/CC)(=O)O (Z)-13-hexadecenoic acid